C(C1=CC=CC=C1)O[C@H]1C(O[C@@H]([C@H]([C@@H]1OCC1=CC=CC=C1)OCC1=CC=CC=C1)COCC1=CC=CC=C1)(O)C1=CC(=C(C=C1)OC)OC1=CC2=C(OCCO2)C=C1 (3R,4S,5R,6R)-3,4,5-tris(benzyloxy)-6-[(benzyloxy)methyl]-2-[3-(2,3-Dihydro-1,4-benzodioxin-6-oxy)-4-methoxyphenyl]oxan-2-ol